6-((S)-1-((1-methylcyclobutyl)amino)ethyl)isoindolin-1-one CC1(CCC1)N[C@@H](C)C1=CC=C2CNC(C2=C1)=O